ClC=1C(=C(N)C=CC1)N1CC(OC(C1)C)C 3-chloro-2-(2,6-dimethylmorpholin-4-yl)aniline